COC1=NC=C(C=N1)B(O)O 2-METHOXYPYRIMIDINE-5-BORONIC ACID